(2S,4R)-4-phenoxy-1-((4-phenoxybenzoyl)glycyl)pyrrolidine-2-carboxylic acid O(C1=CC=CC=C1)[C@@H]1C[C@H](N(C1)C(CNC(C1=CC=C(C=C1)OC1=CC=CC=C1)=O)=O)C(=O)O